[N-](S(=O)(=O)C(F)(F)F)S(=O)(=O)C(F)(F)F.CN1C(N(C=C1)CCOCC)C 1,2-dimethyl-3-ethoxyethylimidazole bis(trifluoromethanesulfonyl)imide salt